methyl 5-((7-((6-(5-(((cyclohexyloxy)carbonyl)amino)-6-methylpyridin-3-yl)benzo[d]thiazol-2-yl)amino)-7-oxoheptyl)oxy)nicotinate C1(CCCCC1)OC(=O)NC=1C=C(C=NC1C)C1=CC2=C(N=C(S2)NC(CCCCCCOC=2C=NC=C(C(=O)OC)C2)=O)C=C1